2-(3-hydroxy-3-methylbutan-2-yl)-5-methyl-6-(4-(1H-pyrazol-1-yl)benzyl)isoindolin-1-one OC(C(C)N1C(C2=CC(=C(C=C2C1)C)CC1=CC=C(C=C1)N1N=CC=C1)=O)(C)C